FC(C1=NC=C(C(=C1)C1=NC(=CC=C1C(C)O)N1C=NC2=C1C=CC(=C2)NC=2N=NC(=CC2)C)C)F 1-[2-[2-(difluoromethyl)-5-methyl-4-pyridinyl]-6-[5-[(6-methylpyridazin-3-yl)amino]benzimidazol-1-yl]-3-pyridinyl]ethanol